ClC1=NC(=CC=C1CN)C1=CC=C(C=C1)F (2-chloro-6-(4-fluorophenyl)pyridin-3-yl)methanamine